NC=1N=C(C2=C(N1)C=CN(C2=O)CC2=C(C=C(C=C2)CN(CCO)CCO)OC)N[C@H](C)CCC (R)-2-amino-6-(4-((bis(2-hydroxyethyl)amino)methyl)-2-methoxybenzyl)-4-(pentan-2-ylamino)pyrido[4,3-d]pyrimidin-5(6H)-one